3-Ethyl-3-{[(3-Ethyloxybutan-3-yl)methoxy]methyl}oxetan C(C)C1(COC1)COCC(CC)(C)OCC